ON=C(N)C=1C=CC=2N(C1)C=C(N2)C(=O)O 6-(N'-hydroxycarbamimidoyl)imidazo[1,2-a]pyridine-2-carboxylic acid